1-((3-methoxycyclobutan-3-yl)methyl)piperidin COC1(CCC1)CN1CCCCC1